Barium phenol C1(=CC=CC=C1)O.[Ba]